O=C1N(C(C=C1)=O)CCC(=O)NC(C(=O)N(C)CCCOC1=CC(=CC2=C1NC(=N2)NC(=O)C2=CC(=NN2CC)C)C(=O)N)CO 7-(3-(2-(3-(2,5-dioxo-2,5-dihydro-1H-pyrrol-1-yl)propanamido)-3-hydroxy-N-methylpropanamido)propoxy)-2-(1-ethyl-3-methyl-1H-pyrazole-5-carboxamido)-1H-benzo[d]imidazole-5-carboxamide